FC(C=1C=C(CNC2=C3N=CN(C3=NC=N2)[C@H]2[C@@H](O)[C@H](O)[C@H](O2)CO)C=C(C1)C(F)(F)F)(F)F 6-(3,5-bis(trifluoromethyl)benzylamino)-9-β-D-arabinofuranosylpurine